COC([C@H](C(C)C)OC1=C(C=C(C=C1)Cl)C1=NOCC1OCC)=O (2S)-2-[4-chloro-2-(4-ethoxy-4,5-dihydroisoxazol-3-yl)phenoxy]-3-methylbutanoic acid methyl ester